N-(5-((6-((R)-3-(3-chloro-2-methylphenyl)isoxazolidine-2-yl)pyrimidine-4-yl)amino)-2-(4-((R)-4-cyclopropyl-3-methylpiperazine-1-yl)piperidine-1-yl)-4-methoxyphenyl)acrylamide ClC=1C(=C(C=CC1)[C@@H]1N(OCC1)C1=CC(=NC=N1)NC=1C(=CC(=C(C1)NC(C=C)=O)N1CCC(CC1)N1C[C@H](N(CC1)C1CC1)C)OC)C